CC1(OC=2C(=NC(=CC2)C=2C(=CC(=NC2)NC(C)=O)NC2=NC(=CC=C2N2C[C@H](CC2)OC)S(=O)(=O)C)OC1)C (S)-N-(5-(2,2-dimethyl-2,3-dihydro-[1,4]dioxino[2,3-b]pyridin-6-yl)-4-((3-(3-methoxypyrrolidin-1-yl)-6-(methylsulfonyl)pyridin-2-yl)amino)pyridin-2-yl)acetamide